n-propyl p-hydroxybenzoate sodium salt [Na].OC1=CC=C(C(=O)OCCC)C=C1